FC1(C[C@@H](N(C1)C(=O)OC(C)(C)C)C(N(C)OC)=O)F tert-butyl (R)-4,4-difluoro-2-(methoxy(methyl)carbamoyl)pyrrolidine-1-carboxylate